3-Bromo-2-methylbenzene-1-carbaldehyde BrC=1C(=C(C=CC1)C=O)C